NC=1C(=NC(=C(C1)\C=C\[C@@H]1CC[C@H](CC1)C(F)(F)F)OC)CO (3-Amino-6-methoxy-5-((E)-2-(trans-4-(trifluoromethyl)cyclohexyl)vinyl)pyridin-2-yl)methanol